{[4-({3-[methyl(methylsulfonyl)amino]benzyl}amino)-5-(trifluoromethyl)pyrimidin-2-yl]amino}benzamide CN(C=1C=C(CNC2=NC(=NC=C2C(F)(F)F)NC2=C(C(=O)N)C=CC=C2)C=CC1)S(=O)(=O)C